C(C1=CC=CC=C1)OC1=CC=C(C=C1)C1(COC1)O 3-(4-(benzyloxy)phenyl)oxetan-3-ol